(4-((4-(2-morpholinylethyl)benzyl)oxy)but-2-yn-1-yl)isoindoline-1,3-dione N1(CCOCC1)CCC1=CC=C(COCC#CCN2C(C3=CC=CC=C3C2=O)=O)C=C1